methyl 4-[(2-methoxyphenyl)methylcarbamoyl]pyridine-2-carboxylate COC1=C(C=CC=C1)CNC(=O)C1=CC(=NC=C1)C(=O)OC